ClC=1C(=CC(=C(C1)N1C(C=CC2=CC(=CC=C12)S(=O)(=O)N(CC1=CC=C(C=C1)OC)C1=NOC=C1)=O)OC)C1CC(C1)C(F)(F)F (P)-1-(5-chloro-2-methoxy-4-(3-(trifluoromethyl)cyclobutyl)phenyl)-N-(isoxazol-3-yl)-N-(4-methoxybenzyl)-2-oxo-1,2-dihydroquinoline-6-sulphonamide